(S)-4-(6-(3-(4-ethylphenoxy)pyrrolidin-1-yl)pyridin-3-yl)-2-fluoro-6-hydroxypyrazolo[1,5-a]pyridine-3-carbonitrile C(C)C1=CC=C(O[C@@H]2CN(CC2)C2=CC=C(C=N2)C=2C=3N(C=C(C2)O)N=C(C3C#N)F)C=C1